(S)-methyl 6,8-dichloro-octanoate Cl[C@@H](CCCCC(=O)OC)CCCl